isopropyl (2-amino-2-(hydroxyimino) ethyl) phosphonate P(OC(C)C)(OCC(=NO)N)=O